2-((5-(2-((2-hydroxyethyl)amino)pyrimidin-4-yl)isoindol-2-yl)methyl)benzofuran-7-carboxamide OCCNC1=NC=CC(=N1)C1=CC2=CN(C=C2C=C1)CC=1OC2=C(C1)C=CC=C2C(=O)N